(S)-6-(8-amino-1-iodoimidazo[1,5-a]pyrazin-3-yl)-5-azaspiro[2.4]heptane-5-carboxylic acid tert-butyl ester C(C)(C)(C)OC(=O)N1CC2(CC2)C[C@H]1C1=NC(=C2N1C=CN=C2N)I